2-[[(1R,3S)-3-amino-4-hydroxy-1-(5-thiazolyl)butyl]thio]-5-chlorobenzonitrile N[C@@H](C[C@H](C1=CN=CS1)SC1=C(C#N)C=C(C=C1)Cl)CO